ClC=1N=C(C2=C(N1)C=CN2)C(=O)O 2-chloro-5H-pyrrolo[3,2-d]pyrimidine-4-carboxylic acid